methyl (Z)-2-cyano-3-phenylacrylate C(#N)/C(/C(=O)OC)=C/C1=CC=CC=C1